3-fluoro-5-((3,3,4,4-tetrafluoro-2a-hydroxy-2,2a,3,4-tetrahydro-1H-cyclopenta[cd]inden-7-yl)oxy)benzonitrile FC=1C=C(C#N)C=C(C1)OC1=CC=C2C=3C(CCC13)(C(C2(F)F)(F)F)O